1-bromo-2-(2-methoxyethyl)benzene tert-butyl-N-[8-(methylamino)-5-(2-trimethylsilylethynyl)-2,7-naphthyridin-3-yl]carbamate C(C)(C)(C)OC(NC=1N=CC2=C(N=CC(=C2C1)C#C[Si](C)(C)C)NC)=O.BrC1=C(C=CC=C1)CCOC